2-((4-bromophenoxy)methyl)-1,4-dioxan-2-ol BrC1=CC=C(OCC2(OCCOC2)O)C=C1